(R)-2-cyano-4-methyl-6,7-dihydropyrazolo[1,5-a]pyrazine-5(4H)-carboxylic acid tert-butyl ester C(C)(C)(C)OC(=O)N1[C@@H](C=2N(CC1)N=C(C2)C#N)C